Boc-4-fluoro-L-phenylalanine C(=O)(OC(C)(C)C)N[C@@H](CC1=CC=C(C=C1)F)C(=O)O